N-acetylvaleramide C(C)(=O)NC(CCCC)=O